disodium tyrosine salt N[C@@H](CC1=CC=C(C=C1)O)C(=O)[O-].[Na+].[Na+].N[C@@H](CC1=CC=C(C=C1)O)C(=O)[O-]